ClC1=C(C=CC=C1)C(C1=CC=CC=C1)N(C=1N(C(C(=C(N1)C(=O)NC1=C(C=CC=C1)I)OC)=O)C)C 2-{[(2-chlorophenyl)(phenyl)methyl](methyl)amino}-N-(2-iodophenyl)-5-methoxy-1-methyl-6-oxo-1,6-dihydropyrimidine-4-carboxamide